3-((S)-1'-(5-bromopyrazin-2-yl)-1-(((R)-tert-butylsulfinyl)amino)-1,3-dihydrospiro[indene-2,4'-piperidin]-6-yl)-N-ethylpropiolamide BrC=1N=CC(=NC1)N1CCC2(CC1)[C@@H](C1=CC(=CC=C1C2)C#CC(=O)NCC)N[S@](=O)C(C)(C)C